FC(C(=O)N1[C@H]2CC(C[C@@H]1CC2)NS(=O)(=O)C)(F)C=2C=C(C(=O)NC1=CC(=C(C=C1)F)C)C=CC2F 3-(1,1-difluoro-2-((1R,3s,5S)-3-(methylsulfonamido)-8-azabicyclo[3.2.1]octan-8-yl)-2-oxoethyl)-4-fluoro-N-(4-fluoro-3-methylphenyl)benzamide